C1(CCCCC1)NC(CS(=O)(=O)O)(C)O β-(Cyclohexylamino)-2-hydroxy-1-propanesulfonic acid